FC1=C(C(=CC(=C1)C(F)(F)F)F)CN(C(C(N)=O)=O)C N'-[[2,6-difluoro-4-(trifluoromethyl)phenyl]methyl]-N'-methyl-oxamide